FC1=C(C=C2C=CC=NC2=C1)CN[C@@H]1[C@@H](C[C@H](CC1)NCC=1C=2N(C=CC1)N=C(N2)C)O (1R,2S,5S)-2-(((7-Fluoroquinolin-6-yl)methyl)amino)-5-(((2-methyl-[1,2,4]triazolo[1,5-a]pyridin-8-yl)methyl)amino)cyclohexan-1-ol